CC(C[C@@H](N)C1=CC=CC=C1)C (R)-3-methyl-1-phenylbutan-1-amine